(2R)-3-bromo-2-hydroxy-2-methylpropanoic acid, Bromide BrC[C@@](C(=O)Br)(C)O